3-(((1-(5-(3-cyano-4-isopropoxyphenyl)-1,2,4-oxadiazol-3-yl)-1,2,3,4-tetrahydroquinolin-6-yl)methyl)amino)butanoic acid methyl ester COC(CC(C)NCC=1C=C2CCCN(C2=CC1)C1=NOC(=N1)C1=CC(=C(C=C1)OC(C)C)C#N)=O